COC1=CC=C(C=C1)C=1C2=C(NN1)C1=C(C2)SC(=C1)C=1C=CC(=NC1)N 5-(3-(4-methoxyphenyl)-1,4-dihydrothieno[2',3':4,5]cyclopenta[1,2-c]pyrazol-6-yl)pyridin-2-amine